(R)-(1-ethylpyrrolidin-2-yl)methanamine C(C)N1[C@H](CCC1)CN